C([O-])(O)=O.[NH4+].C([O-])(O)=O.[NH4+] ammonium carbonate ammonium bicarbonate